C1=CC=CC=2C3=CC=CC=C3N(C12)C(=O)N carbazole-9-carboxamide